CN1N=CC(=C1)NC1=CC(=NC=N1)C=1C=C2CCCC(C2=CC1)NC(=O)C1=CC=2COCCC2S1 N-(6-(6-((1-methyl-1H-pyrazol-4-yl)amino)pyrimidin-4-yl)-1,2,3,4-tetrahydronaphthalen-1-yl)-6,7-dihydro-4H-thieno[3,2-c]pyran-2-carboxamide